1-N-(6-amino-5-methylpyridin-3-yl)-2-((2S,5R)-2-(3-chlorophenyl)-4-isobutyryl-5-methylpiperazin-1-yl)-2-oxoacetamide NC1=C(C=C(C=N1)NC(C(=O)N1[C@H](CN([C@@H](C1)C)C(C(C)C)=O)C1=CC(=CC=C1)Cl)=O)C